CC=1C(=NNC1N)C1=CC=CC2=CC=CC=C12 4-methyl-3-(naphthalen-1-yl)-1H-pyrazol-5-amine